(E)-(2-(1H-indol-3-yl)ethyl)(5-(3-((2-amino-4-fluorophenyl)amino)-3-oxoprop-1-en-1-yl)-2,3-dihydro-1H-inden-1-yl)carbamic acid N1C=C(C2=CC=CC=C12)CCN(C(O)=O)C1CCC2=CC(=CC=C12)\C=C\C(=O)NC1=C(C=C(C=C1)F)N